2-[[2-[(3-hydroxyphenyl)amino]-4-pyrimidinyl]amino]benzamide OC=1C=C(C=CC1)NC1=NC=CC(=N1)NC1=C(C(=O)N)C=CC=C1